2-(5-(3-isopropyl-2-(2-methylpyridin-4-yl)-1H-indole-5-carbonyl)hexahydropyrrolo[3,4-c]pyrrol-2(1H)-yl)-N,N-dimethylacetamide C(C)(C)C1=C(NC2=CC=C(C=C12)C(=O)N1CC2C(C1)CN(C2)CC(=O)N(C)C)C2=CC(=NC=C2)C